lithium 2-(4-(5-cyano-2-methoxyphenyl)-6-methylnicotinamido)thiazolo[4,5-b]pyrazine-6-carboxylate C(#N)C=1C=CC(=C(C1)C1=CC(=NC=C1C(=O)NC=1SC=2C(=NC=C(N2)C(=O)[O-])N1)C)OC.[Li+]